CN(C([C@H]([C@H](CC)C)NC(C(C)(N1CCCC1)C)=O)=O)[C@H](C[C@@H](O)C=1SC=C(N1)C(=O)O)C(C)C 2-((1R,3R)-3-((2S,3S)-N,3-dimethyl-2-(2-methyl-2-(pyrrolidin-1-yl)propanamido)pentanamido)-1-hydroxy-4-methylpentyl)thiazole-4-carboxylic acid